7-hydroxy-2,5-dimethoxy-8-methylflavan OC1=CC(=C2CCC(OC2=C1C)(C1=CC=CC=C1)OC)OC